N-(1-((2R,4R,5R)-3,3-difluoro-4-hydroxy-5-(hydroxymethyl)tetrahydrofuran-2-yl)-2-oxo-1,2-dihydropyrimidin-4-yl)picolinamide FC1([C@@H](O[C@@H]([C@H]1O)CO)N1C(N=C(C=C1)NC(C1=NC=CC=C1)=O)=O)F